5-(5-methyl-2-(2-methyl-1-oxo-2,3,4,5-tetrahydro-1H-benzo[c]azepin-7-ylamino)pyrimidin-4-ylamino)benzo[d]oxazol-2(3H)-one CC=1C(=NC(=NC1)NC1=CC2=C(C(N(CCC2)C)=O)C=C1)NC=1C=CC2=C(NC(O2)=O)C1